diethyl 1,4-dioxaspiro[4.5]decan-8,8-dicarboxylate O1CCOC12CCC(CC2)(C(=O)OCC)C(=O)OCC